1-[2-(trifluoromethyl)pyridin-3-yl]piperazine FC(C1=NC=CC=C1N1CCNCC1)(F)F